FC=1C(=CC(=C(C(=O)NC2=C(C=CC=C2)C)C1)O[C@@H](C)CCC)N1N=C2N(CCCC2)C1=O 5-fluoro-N-(2-methylphenyl)-4-(3-oxo-5,6,7,8-tetrahydro[1,2,4]triazolo[4,3-a]pyridin-2(3H)-yl)-2-[(2S)-pent-2-yloxy]benzamide